benzyldimethyl-2-{2-[4-(1,1,3,3-tetramethylbutyl)phenoxy]ethoxy}ethylammonium chloride [Cl-].C(C1=CC=CC=C1)[N+](CCOCCOC1=CC=C(C=C1)C(CC(C)(C)C)(C)C)(C)C